C1(=CC=CC=C1)CS(=O)(=O)OC1=C(O[C@@](C1=O)([2H])C1=CC(=C(C=C1)OC)OC)N (S)-2-amino-5-(3,4-dimethoxyphenyl)-4-oxo-4,5-dihydrofuran-3-yl-5-d phenylmethanesulfonate